benzyl (1,3-bis(3-aminopropoxy)propan-2-yl)carbamate NCCCOCC(COCCCN)NC(OCC1=CC=CC=C1)=O